C[C@@H]1N([C@@H](CC2=C(C1)C(C1=CC=CC=C1C2=O)=O)C)C(=O)[O-] cis-2,4-dimethyl-6,11-dioxo-1,2,4,5,6,11-hexahydro-3H-naphtho[2,3-d]azepine-3-carboxylate